5',6'-dichlorospiro[cyclopropane-1,1'-isoindolin] ClC=1C=C2CNC3(C2=CC1Cl)CC3